C(C1=CC=CC=C1)N1C2=NC=NC(=C2N=C1C1=C(C(=C(C=C1)OCCN1CCNCC1)OC)Cl)OC1(CC1)C 9-benzyl-8-(2-chloro-3-methoxy-4-(2-(piperazin-1-yl)ethoxy)phenyl)-6-(1-methylcyclopropoxy)-9H-purine